5-(5-(2-(3-Fluoropiperidin-1-yl)ethyl)-3-isopropyl-1H-indol-2-yl)-1,3-dimethylpyridin-2(1H)-on FC1CN(CCC1)CCC=1C=C2C(=C(NC2=CC1)C=1C=C(C(N(C1)C)=O)C)C(C)C